heptafluorobutene C(C(C(=C(F)F)F)(F)F)(F)F